2-((tert-butyloxycarbonyl)oxy)-7-chloropyrazolo[1,5-a]pyridine-3-carboxylic acid ethyl ester C(C)OC(=O)C=1C(=NN2C1C=CC=C2Cl)OC(=O)OC(C)(C)C